1-(3-fluoro-4-{4-[2-(pyridin-2-yl)acetamido]-1H-1,2,3-triazol-1-yl}butyl)-N-{[3-(trifluoromethoxy)phenyl]methyl}-1H-1,2,3-triazole-4-carboxamide FC(CCN1N=NC(=C1)C(=O)NCC1=CC(=CC=C1)OC(F)(F)F)CN1N=NC(=C1)NC(CC1=NC=CC=C1)=O